(4-(tert-butyl)-3-(3-((1-isopropyl-1H-pyrazol-4-yl)sulfonyl)ureido)phenyl)boronic acid C(C)(C)(C)C1=C(C=C(C=C1)B(O)O)NC(=O)NS(=O)(=O)C=1C=NN(C1)C(C)C